C(CCC)(=O)OCCOC(CCC)=O Ethylene glycol di-n-butyrate